N-((7-nitro-1H-benzo[d]imidazol-5-yl)sulfonyl)benzamide [N+](=O)([O-])C1=CC(=CC2=C1NC=N2)S(=O)(=O)NC(C2=CC=CC=C2)=O